FC(=C(Br)F)F 1,1,2-trifluoro-2-bromoethene